(S)-N-((2-Chlorobenzo[d]thiazol-5-yl)methyl)-N-(4,4-difluorocyclohexyl)-1-((R)-N,4-dimethylphenylsulfonimidoyl)pyrrolidine-2-carboxamide ClC=1SC2=C(N1)C=C(C=C2)CN(C(=O)[C@H]2N(CCC2)[S@](=O)(=NC)C2=CC=C(C=C2)C)C2CCC(CC2)(F)F